C(CCC)C=1C=C2C(=CC(=NC2=CC1)N(CC(=O)O)C)C1=CC(=CC=C1)C(N)=O 2-{[6-butyl-4-(3-carbamoylphenyl)quinolin-2-yl](methyl)amino}acetic acid